6,7-dihydro-5H-pyrrolo[1,2-b]pyridazine-3-carboxamide N1N2C(=CC(=C1)C(=O)N)CCC2